C(C)N(C1=C(C=CC=C1)C)CC N,N-diethyl-methylaniline